O=C1NC2=C(C3=CC=CC=C13)N(C1=CC3=C(C=C12)OCO3)C(C(=O)NN)CCC (5-oxo-5,6-dihydro-12H-[1,3]dioxolo[4',5':5,6]indolo[3,2-C]isoquinolin-12-yl)pentanoic acid hydrazide